3-(4,4,5,5-tetramethyl-1,3,2-dioxaborolan-2-yl)naphtho[1,2-h]quinolin CC1(OB(OC1(C)C)C1=NC=2C3=C(C=CC2C=C1)C1=CC=CC=C1C=C3)C